5-[2-(3-ethoxyphenylamino)-1-hydroxyethyl]-1,3-oxazol-2(3H)-one C(C)OC=1C=C(C=CC1)NCC(O)C1=CNC(O1)=O